N-phenyl-N'-(1,2,3-thiadiazol-5-yl)urea C1(=CC=CC=C1)NC(=O)NC1=CN=NS1